4-bromo-5-methoxy-2,3-dihydro-1H-inden-1-one BrC1=C2CCC(C2=CC=C1OC)=O